BrC=1C=C2[C@H](CC(OC2=CC1)(C)C)N (S)-6-bromo-2,2-dimethylchroman-4-amine